CC1(C2=CC=CC=C2N(C=2C=CC=CC12)C=1C=CC=2N(C3=CC=CC=C3C2C1)CC1=CC=C(C=C1)C=C)C 9,9-dimethyl-10-(9-(4-vinylbenzyl)-9H-carbazol-3-yl)-9,10-dihydroacridine